CN1CCN(CC1)C1=NC=2N(C(=N1)C1=CN(C3=CC=CC=C13)C)N=CC2 2-(4-methylpiperazino)-4-(1-methylindol-3-yl)pyrazolo[1,5-a][1,3,5]triazine